3,3-difluoroallylhydrazine FC(=CCNN)F